C(C)C1=C(N)C=C(C=C1)S(=O)(=O)C 2-ethyl-5-methyl-sulfonyl-aniline